4-[6-(1-Methyl-1H-pyrazol-4-yl)pyrazolo[1,5-a]pyridin-3-yl]piperazine-1-carboxylic acid 2,2-dimethylpropyl ester CC(COC(=O)N1CCN(CC1)C=1C=NN2C1C=CC(=C2)C=2C=NN(C2)C)(C)C